C(C1=CC=CC=C1)(=O)OCC benzoic acid, ethyl ester